ClC1=C2C(=NC=N1)N(N=C2)C2=C(C=C(C=C2)N2C(CCC2)=O)F 1-[4-(4-chloropyrazolo[3,4-d]pyrimidin-1-yl)-3-fluoro-phenyl]pyrrolidin-2-one